FC(OC1=C(C=C(C=C1)SC(CF)CF)C1=NN(C=C1NC(=O)C=1C=NN2C1N=CC=C2)CCO)F N-(3-(2-(difluoromethoxy)-5-((1,3-difluoropropan-2-yl)sulfanyl)phenyl)-1-(2-hydroxyethyl)-1H-pyrazol-4-yl)pyrazolo[1,5-a]pyrimidine-3-carboxamide